FC(OC1=NN2C(NC=3C=CC=CC3C2=N1)=O)(F)F (trifluoromethoxy)[1,2,4]triazolo[1,5-c]quinazolin-5(6H)-one